(E)-3-[3-[[3,5-Bis(difluoromethyl)pyrazol-1-yl]methyl]-4-methoxyphenyl]-1-(2,4-dihydroxyphenyl)prop-2-en-1-one FC(C1=NN(C(=C1)C(F)F)CC=1C=C(C=CC1OC)/C=C/C(=O)C1=C(C=C(C=C1)O)O)F